(R)-2-(1-(tert-butoxycarbonyl)piperidin-2-yl)acetic acid C(C)(C)(C)OC(=O)N1[C@H](CCCC1)CC(=O)O